(3,4-dimethoxyphenyl)-6-hydroxy-2,3-dimethoxyphenanthrene-9-carboxamide COC=1C=C(C=CC1OC)C1=C(C(=CC=2C3=CC(=CC=C3C(=CC12)C(=O)N)O)OC)OC